C(C)(C)(C)OC(N(C1CCC2=C(C=CC=C12)C1=NOC(=N1)C1=CC(=C(C=C1)OC(C)C)C#N)CCO[Si](C)(C)C(C)(C)C)=O 2-(tert-butyldimethylsilyloxy)ethyl-(4-(5-(3-cyano-4-isopropoxyphenyl)-1,2,4-oxadiazol-3-yl)-2,3-dihydro-1H-inden-1-yl)carbamic acid tert-butyl ester